methyl (Z)-4-(1-fluoro-2-(3'-(hydroxymethyl)-2,2'-dimethyl-[1,1'-biphenyl]-3-yl) vinyl)-2-methoxybenzoate F\C(=C/C=1C(=C(C=CC1)C1=C(C(=CC=C1)CO)C)C)\C1=CC(=C(C(=O)OC)C=C1)OC